C1(CC1)N1CCN(CC1)C1=CC(=C(C=C1[N+](=O)[O-])C1=NC=C2C=C(C=3N(C2=C1)C=CN3)C3=C(C(=CC(=C3Cl)OC)OC)Cl)OC 8-(4-(4-cyclopropylpiperazin-1-yl)-2-methoxy-5-nitrophenyl)-4-(2,6-dichloro-3,5-dimethoxyphenyl)imidazo[1,2-a][1,6]naphthyridine